CC(C)/C(=N\\OC)/C(=O)O The molecule is an oxime O-ether that is isovaleric acid in which both of the methylene hydrogens at position 2 have been replaced by a methoxyimino group. It is an oxime O-ether and a monocarboxylic acid. It derives from an isovaleric acid.